tert-butyl 1-(3-carbamoyl-4-(trifluoromethyl) benzyl)-1,8-diazaspiro[4.5]decane-8-carboxylate C(N)(=O)C=1C=C(CN2CCCC23CCN(CC3)C(=O)OC(C)(C)C)C=CC1C(F)(F)F